CC1=C(N=NC(=C1)S(=O)(=O)[C@H]1CNCCC1)C1=C(C=C(C=C1)C(F)(F)F)O (R)-2-(4-methyl-6-(piperidin-3-ylsulfonyl)pyridazin-3-yl)-5-(trifluoromethyl)phenol